O=C1NC2=NC=C(C=C2CC12CCN(CC2)C(=O)OC(C)(C)C)\C=C\C(N2CC=C(CC2)CC=2SC=CN2)=O (E)-tert-butyl 2-oxo-6-(3-oxo-3-(4-(thiazol-2-ylmethyl)-5,6-dihydropyridin-1(2H)-yl)prop-1-en-1-yl)-2,4-dihydro-1H-spiro[[1,8]naphthyridine-3,4'-piperidine]-1'-carboxylate